C(#N)C1=CC(=C(O\C(\C(=O)OC(C2=CC=CC=C2)=O)=C\N(C)C)C=C1)F ((E)-2-(4-cyano-2-fluoro-phenoxy)-3-(dimethylamino)prop-2-enoyl)benzoate